BrC=1C(=C2C(=C(C=NC2=CC1F)C(=O)OCC)O)F ethyl 6-bromo-5,7-difluoro-4-hydroxyquinoline-3-carboxylate